disulfuric-anhydride S1(=O)(=O)OS(=O)(=O)O1